2-(2,6-diethyl-4-((5-oxo-4-(4-(trifluoromethyl)phenyl)-4,5-dihydro-1H-1,2,4-Triazol-1-yl)methyl)phenoxy)-2-methylpropionic acid C(C)C1=C(OC(C(=O)O)(C)C)C(=CC(=C1)CN1N=CN(C1=O)C1=CC=C(C=C1)C(F)(F)F)CC